N-(3-fluoro-5-(trifluoromethyl)benzyl)pyrazolo[1,5-a]pyrimidin-5-amine FC=1C=C(CNC2=NC=3N(C=C2)N=CC3)C=C(C1)C(F)(F)F